[N].C(C)(=O)[O-].C(C)N1C=[N+](C=C1)CC 1,3-diethylimidazolium acetate nitrogen